FC(C(F)F)(F)OCCOC(C(F)F)(F)F ethylene glycol di-(1,1,2,2-tetrafluoroethyl) ether